4-[[6-(difluoromethyl)-8-isopropyl-7-oxo-pyrido[2,3-d]pyrimidin-2-yl]amino]-3-methyl-benzenesulfonyl chloride FC(C1=CC2=C(N=C(N=C2)NC2=C(C=C(C=C2)S(=O)(=O)Cl)C)N(C1=O)C(C)C)F